ClC=1C=C(C=CC1F)NC(N([C@@H]1C=2C3=C(C(NC2CCC1)=O)COCC3)C)=O (S)-3-(3-chloro-4-fluorophenyl)-1-methyl-1-(5-oxo-1,4,5,6,7,8,9,10-octahydro-2H-pyrano[3,4-c]quinolin-10-yl)urea